C(CCCCCCCCC)N(C([C@@H](NC(CCCCCCCCCCC)=O)CCC(=O)O)=O)CCCCCCCCCC N-lauroyl-glutamic acid didecyl amide